(1S,4R,5R,6R)-5-ethyl-6-nitrobicyclo[2.2.1]hept-2-ene C(C)[C@@H]1[C@H]2C=C[C@@H]([C@H]1[N+](=O)[O-])C2